6-(2-((E)-2-(((E)-2,4-dimethoxybenzylidene)hydrazineylidene)-5-oxoimidazolidine-4-yl)acetamido)-3,3-dimethyl-7-oxo-4-thia-1-azabicyclo[3.2.0]heptane-2-carboxylic acid COC1=C(\C=N\N=C/2\NC(C(N2)CC(=O)NC2C3SC(C(N3C2=O)C(=O)O)(C)C)=O)C=CC(=C1)OC